[Si](OC)([O-])([O-])[O-] monomethyl orthosilicate